trans-4-(4-chlorophenyl)cyclohexanecarboxaldehyde ClC1=CC=C(C=C1)[C@@H]1CC[C@H](CC1)C=O